C12(CC(C1)C2)NC(=O)C2=CC=1C(=CN=CC1)N2 N-[bicyclo[1.1.1]pentan-1-yl]-1H-pyrrolo[2,3-c]pyridine-2-carboxamide